ONC(C1=CC=C(C=C1)CC=1C(=NC=2N(C1N1CCCC1)N=CN2)C)=O N-hydroxy-4-{[5-methyl-7-(pyrrolidin-1-yl)-[1,2,4]triazolo[1,5-a]pyrimidin-6-yl]methyl}benzamide